OC1CCC(CC1)NC(C1=NC(=CC(=C1)C(F)(F)F)N1C=NC=C1)=O N-((1r,4r)-4-hydroxycyclohexyl)-6-(1H-imidazol-1-yl)-4-(trifluoromethyl)picolinamide